1-[3-fluoro-5-(2-hydroxyethylamino)phenyl]-3-[3-chloro-2-(2-hydroxyethyl)phenyl]urea FC=1C=C(C=C(C1)NCCO)NC(=O)NC1=C(C(=CC=C1)Cl)CCO